C(C1=CC=CC=C1)N1C=C(C2=CC=CC=C12)C1N([C@H](CC=2C3=CC=CC=C3NC12)C(=O)O)C(=O)OC(C)(C)C (3R)-1-(1-benzylindol-3-yl)-2-tert-butoxycarbonyl-1,2,3,4-tetrahydro-β-carboline-3-carboxylic acid